BrC=1C=CC=2N(C3=CC=C(C=C3OC2C1)C1=CC=C(C=C1)OC)C 3-bromo-7-(4-methoxyphenyl)-10-methyl-10H-phenoxazine